3-C-β-D-glucosyl-1-benzylbenzene-2,4-diol [C@@H]1([C@H](O)[C@@H](O)[C@H](O)[C@H](O1)CO)C=1C(=C(C=CC1O)CC1=CC=CC=C1)O